6-(Hydroxymethyl)pyridine-3-carbonitrile OCC1=CC=C(C=N1)C#N